N=1N(N=C2C1C=CC=C2)C2=C(C(=CC(=C2)CCC)CCCCCCCCCCC)O 2-(2H-benzotriazol-2-yl)-6-undecyl-4-propylphenol